3-(1-methyl-1H-pyrazole-3-yl)-2-chloro-benzenethiol CN1N=C(C=C1)C=1C(=C(C=CC1)S)Cl